FC1(CC1)[C@H](O)[C@H]1N2C(C3=CC=CC=C13)=CN=C2 (R)-(1-fluorocyclopropyl)((S)-5H-imidazo[5,1-a]isoindol-5-yl)methanol